3,4-dihexyloxyphenylacetylene C(CCCCC)OC=1C=C(C=CC1OCCCCCC)C#C